NC1CCC(CC1)C(=O)NC1CCC(CC1)N 4-amino-N-(4-aminocyclohexyl)cyclohexaneformamide